C1=NNC=2C1=C1C=3CCCCC3C(=NC1=CC2)C2=CC=C(C=C2)O 4-(8,9,10,11-tetrahydro-3H-pyrazolo[4,3-a]phenanthridin-7-yl)phenol